N-[(6-Amino-2-pyridyl)sulfonyl]-5-(4-dimethylaminophenyl)-2-(2,2,4-trimethylpyrrolidin-1-yl)pyridin-3-carboxamid NC1=CC=CC(=N1)S(=O)(=O)NC(=O)C=1C(=NC=C(C1)C1=CC=C(C=C1)N(C)C)N1C(CC(C1)C)(C)C